behenyl-CoA C(CCCCCCCCCCCCCCCCCCCCC)(=O)SCCNC(CCNC([C@@H](C(COP(OP(OC[C@@H]1[C@H]([C@H]([C@@H](O1)N1C=NC=2C(N)=NC=NC12)O)OP(=O)(O)O)(=O)O)(=O)O)(C)C)O)=O)=O